3-(((6-(5-(((cyclopentyl(methyl)carbamoyl)oxy)methyl)-1-methyl-1H-1,2,3-triazol-4-yl)pyridin-3-yl)oxy)methyl)bicyclo[1.1.1]pentane-1-carboxylic acid C1(CCCC1)N(C(=O)OCC1=C(N=NN1C)C1=CC=C(C=N1)OCC12CC(C1)(C2)C(=O)O)C